FC1([C@@H](CN(CC1)CC1=CC(=C2CN(C(C2=C1)=O)C1=CC(=CC=C1)C1(CC(C1)C)C1=NN=CN1C)C(F)(F)F)C)F 6-{[(3R)-4,4-difluoro-3-methylpiperidin-1-yl]Methyl}-2-{3-[3-methyl-1-(4-methyl-1,2,4-triazol-3-yl)cyclobutyl]Phenyl}-4-(trifluoromethyl)-3H-isoindol-1-one